Cbz-methionine C(=O)(OCC1=CC=CC=C1)N[C@@H](CCSC)C(=O)O